FC1=C(C=C(C=C1C[C@@H]1N(CC2(CC2)[C@@H]1S(=O)(=O)C)C(=O)OC(C)(C)C)F)C1=CC=CC=C1 tert-butyl (6S,7S)-6-((2,5-difluoro-[1,1'-biphenyl]-3-yl) methyl)-7-(methylsulfonyl)-5-azaspiro[2.4]heptane-5-carboxylate